diethylsilyl-bis(methylcyclopentadienyl)zirconium difluoride [F-].[F-].C(C)[SiH](CC)[Zr+2](C1(C=CC=C1)C)C1(C=CC=C1)C